ClC1=C(N(N=C1)C)C=1C=C(C=CC1OCCCN(C)C)NC(=O)NC1=C(C=C(C=C1)F)O 1-[3-(4-Chloro-2-methyl-2H-pyrazol-3-yl)-4-(3-dimethylamino-propoxy)-phenyl]-3-(4-fluoro-2-hydroxy-phenyl)-urea